3-(ethylsulfonyl)-5-fluoropicolinic acid C(C)S(=O)(=O)C=1C(=NC=C(C1)F)C(=O)O